FC1=CC2=C(N=CN2)C=C1I 5-fluoro-6-iodo-3H-1,3-benzodiazole